4-(4-(6-(benzyloxy)-2-bromo-3,4-dihydronaphthalen-1-yl)phenyl)piperazine-1-carboxylic acid tert-butyl ester C(C)(C)(C)OC(=O)N1CCN(CC1)C1=CC=C(C=C1)C1=C(CCC2=CC(=CC=C12)OCC1=CC=CC=C1)Br